N,N-diethyl-N-propyl-N-(2-ethoxyethyl)ammonium C(C)[N+](CCOCC)(CCC)CC